CC1N(C1)CCC(=O)OCC(COC(CCN1C(C1)C)=O)(CC(CCN1C(C1)C)=O)CC 2-ethyl-2-[[3-(2-methylaziridin-1-yl)propionyl]methyl]propan-1,3-diyl bis(2-methylaziridine-1-propionate)